COC(=O)C1CCN(CC1)C1CCC2=CC(=CC=C12)CCC1=C(C=CC=C1Cl)Cl 1-(5-(2,6-Dichlorophenethyl)-2,3-dihydro-1H-inden-1-yl)piperidine-4-carboxylic acid methyl ester